tetra-tert-butylphenyl-ammonium chloride [Cl-].C(C)(C)(C)C=1C(=C(C(=C(C1)[NH3+])C(C)(C)C)C(C)(C)C)C(C)(C)C